Adenosine Triphosphate disodium salt hydrate O.[Na+].[Na+].P([O-])(=O)(OP(=O)([O-])OP(=O)(O)O)OC[C@@H]1[C@H]([C@H]([C@@H](O1)N1C=NC=2C(N)=NC=NC12)O)O